N-(2-((2-((4-((2-(dimethylamino)ethyl)(methyl)amino)-5-(isopropylamino)-2-methoxyphenyl)amino)thieno[3,2-d]pyrimidin-4-yl)amino)phenyl)-N-methylmethanesulfonamide CN(CCN(C1=CC(=C(C=C1NC(C)C)NC=1N=C(C2=C(N1)C=CS2)NC2=C(C=CC=C2)N(S(=O)(=O)C)C)OC)C)C